FC1=CC=C(C=C1)C=1C=C2C(=NC=NC2=C(C1)OC)NCC1=C2C=NN(C2=CC=C1)C 6-(4-Fluorophenyl)-8-methoxy-N-[(1-methylindazol-4-yl)methyl]quinazolin-4-amine